FC1=C(C=C(C=C1)NC(=O)[C@@H]1[C@@H]([C@H]2CC[C@@H]1C2)NC(=O)C2=C(C=CC=1N=C(SC12)N1CC2(CCO2)C1)OC)C(F)(F)F N-((1S,2R,3S,4R)-3-((4-Fluoro-3-(trifluoromethyl)phenyl)carbamoyl)bicyclo[2.2.1]heptan-2-yl)-6-methoxy-2-(1-oxa-6-azaspiro[3.3]heptan-6-yl)benzo[d]thiazole-7-carboxamide